5-(4-((5-(difluoromethyl)-3-ethyl-2,4-dioxo-1,2,3,4-tetrahydroquinazolin-7-yl)methyl)piperazin-1-yl)-N,6-dimethylpicolinamide FC(C1=C2C(N(C(NC2=CC(=C1)CN1CCN(CC1)C=1C=CC(=NC1C)C(=O)NC)=O)CC)=O)F